methyl 4-(7,7-difluoro-2-(methylthio)-6,7-dihydro-5H-cyclopenta[d]pyrimidin-4-yl)-2-(difluoromethoxy)benzoate FC1(CCC2=C1N=C(N=C2C2=CC(=C(C(=O)OC)C=C2)OC(F)F)SC)F